C12(C(CCC(C1(C)C)C2)C)C(=O)O pinanic acid